(1S,3R)-2-(2-Fluoro-2-methylpropyl)-1-(5-((1-(3-fluoropropyl)azetidin-3-yl)methyl)thiophen-2-yl)-3-methyl-2,3,4,9-tetrahydro-1H-pyrido[3,4-b]indole FC(CN1[C@@H](C=2NC3=CC=CC=C3C2C[C@H]1C)C=1SC(=CC1)CC1CN(C1)CCCF)(C)C